BrC=1C(=C(C[C@H]2N(CC[C@H]([C@@H]2OS(=O)(=O)C(F)(F)F)F)C(=O)OCC2=CC=CC=C2)C=CC1)F |r| (rac)-benzyl (2R,3R,4R)-2-(3-bromo-2-fluorobenzyl)-4-fluoro-3-(((trifluoromethyl) sulfonyl)oxy)piperidine-1-carboxylate